2-[4-[1-[2-(3-amino-3-methyl-azetidin-1-yl)-4-methyl-thiazol-5-yl]ethyl]phenyl]-4-[(2,6-difluorophenyl)methyl]-1,2,4-triazol-3-one NC1(CN(C1)C=1SC(=C(N1)C)C(C)C1=CC=C(C=C1)N1N=CN(C1=O)CC1=C(C=CC=C1F)F)C